cyclopropanecarboxylic acid {2-[(1S)-1-(3-ethoxy-4-methoxy-phenyl)-2-methanesulfonyl-ethyl]-3-oxo-2,3-dihydro-1H-isoindol-4-yl}-amide C(C)OC=1C=C(C=CC1OC)[C@@H](CS(=O)(=O)C)N1CC2=CC=CC(=C2C1=O)NC(=O)C1CC1